CC(CCCCCC)(O)C Dimethyl-heptanol